3,3'-dinitro-4,4'-azoxyfurazan [N+](=O)([O-])C1=NON=C1[N+]([O-])=NC=1C(=NON1)[N+](=O)[O-]